CC1=CC=CC=2NCCCCC21 6-methyl-2,3,4,5-tetrahydro-1H-benzo[b]azepine